C(C)(C)(C)OC(=O)N1[C@H]2CN(C[C@@H]1CC2)C2=NC(=CC1=CC(=CC=C21)C2=CC(=CC1=CC=CC=C21)OCOC)Cl (1R,5S)-3-(3-chloro-6-(3-(methoxymethoxy)naphthalen-1-yl)isoquinolin-1-yl)-3,8-diazabicyclo[3.2.1]octane-8-carboxylic acid tert-butyl ester